4-Methyl-N-(4-oxo-6,7-dihydro-5H-pyrazolo[1,5-a]pyridin-2-yl)-3-[2-(3-pyridyl)ethynyl]benzamide CC1=C(C=C(C(=O)NC2=NN3C(C(CCC3)=O)=C2)C=C1)C#CC=1C=NC=CC1